CN(C(SC(N(C)C)=S)=S)C Tetramethyl-thiuram monosulfide